1,1-difluorospiro[2.5]octan-6-amine hydrochloride Cl.FC1(CC12CCC(CC2)N)F